C(#N)C1=CC=C(OC2=CC(=C(C(=O)O)C=C2)CBr)C=C1 4-(4-cyano-phenoxy)-2-bromomethylbenzoic acid